4-amino-8-methoxy-5,5-dimethyl-benzo[h]quinazolin-6-one oxime NC1=NC=NC=2C3=C(C(C(C12)(C)C)=NO)C=C(C=C3)OC